C(#N)C=1C=C(C=C(C1)F)[C@@H]1CC=NN1C(=O)N1CCN(CC1)C1=NC=CC(=N1)C(=O)N (S)-2-(4-(5-(3-cyano-5-fluorophenyl)-4,5-dihydro-1H-pyrazole-1-carbonyl)piperazin-1-yl)pyrimidine-4-carboxamide